FC1=CC(=C2C=C(N(C2=C1F)CCNC1=NC=NC(=C1)C1=CC=C(C=C1)C=1N=CNC1)C)OC [2-(6,7-Difluoro-4-methoxy-2-methyl-indol-1-yl)-ethyl]-{6-[4-(1H-imidazol-4-yl)-phenyl]-pyrimidin-4-yl}-amin